2-(2-{[6-(3-Chloro-2-methylphenoxy)-5-fluoropyrimidin-4-yl]oxy}phenyl)-2-(methoxyimino)-N-methylacetamide ClC=1C(=C(OC2=C(C(=NC=N2)OC2=C(C=CC=C2)C(C(=O)NC)=NOC)F)C=CC1)C